CSCCC/C(=C/C(=O)[O-])/C(=O)[O-] The molecule is a 2-(omega-methylthio)alkylmaleate(2-) obtained by deprotonation of both carboxy groups of 2-(3-methylthiopropyl)maleic acid; major species at pH 7.3. It is a conjugate base of a 2-(2-methylthiopropyl)maleic acid.